FC(OC1CC(CC1)NC(OCC1=CC=CC=C1)=O)(F)F Benzyl (3-(trifluoromethoxy)cyclopentyl)carbamate